FC=1C=C(C=CC1)C1=C(SC(=C1)C)C1=C(C(=O)O)C=CC=C1 2-(3-(3-fluorophenyl)-5-methylthiophene-2-yl)benzoic acid